tert-butyl 8-(8-chloro-2-(3-methyl-1-((2-(trimethylsilyl) ethoxy) methyl)-1H-pyrazol-4-yl) pyrido[3,4-d]pyrimidin-4-yl)-2,8-diazaspiro[4.5]decane-2-carboxylate ClC1=NC=CC2=C1N=C(N=C2N2CCC1(CCN(C1)C(=O)OC(C)(C)C)CC2)C=2C(=NN(C2)COCC[Si](C)(C)C)C